ClC=1C2=C(N=C(N1)N1CCN(CC1)C)C(C=1C=CC=CC12)=O chloro-2-(4-methylpiperazin-1-yl)-9H-indeno[2,1-d]Pyrimidin-9-one